N-((3aR,5r,6aS)-5',5'-dimethylhexahydro-1H-spiro[pentalene-2,2'-[1,3]dioxane]-5-yl)-N-methyl-7-tosyl-7H-pyrrolo[2,3-d]pyrimidin-4-amine CC1(COC2(OC1)C[C@@H]1CC(C[C@@H]1C2)N(C=2C1=C(N=CN2)N(C=C1)S(=O)(=O)C1=CC=C(C)C=C1)C)C